1,4,6-tri-O-acetyl-2-deoxy-2-trifluoroacetamido-alpha-D-glucopyranose C(C)(=O)O[C@@H]1[C@@H]([C@@H](O)[C@H](OC(C)=O)[C@H](O1)COC(C)=O)NC(C(F)(F)F)=O